NC1=NC(=CC(=N1)C1=NN(C=C1CC=1C=C(C(=O)NC)C=CC1)C)Cl 3-[[3-(2-amino-6-chloro-pyrimidin-4-yl)-1-methyl-pyrazol-4-yl]methyl]-N-methyl-benzamide